5-Methoxy-N,N-diiso-propyltryptamine COC1=CC=C2NC=C(CCN(C(C)C)C(C)C)C2=C1